4-((tert-butoxycarbonyl)amino)-7-chloro-1-methylimidazo[1,5-a]quinoxaline-8-carboxylic acid C(C)(C)(C)OC(=O)NC=1C=2N(C3=CC(=C(C=C3N1)Cl)C(=O)O)C(=NC2)C